cyclopropylcarbamoyl-phenyl-boric acid C1(CC1)NC(=O)C1=C(C=CC=C1)OB(O)O